N-({2-[(3-methoxyazetidin-1-yl)methyl]-1H-indol-6-yl}methyl)-4-oxo-4H-pyrido[1,2-a]pyrimidine-2-carboxamide COC1CN(C1)CC=1NC2=CC(=CC=C2C1)CNC(=O)C=1N=C2N(C(C1)=O)C=CC=C2